(S)-3-((3-(2-(4-chlorophenyl)-2-hydroxyethyl)-1,2,4-oxadiazol-5-yl)methyl)-1-(2-hydroxyethyl)-5-methylpyrimidine-2,4(1H,3H)-dione ClC1=CC=C(C=C1)[C@H](CC1=NOC(=N1)CN1C(N(C=C(C1=O)C)CCO)=O)O